C(C)(C)C1=CN=CC(=N1)N 6-isopropyl-pyrazin-2-amine